C(C1=CC=CC=C1)OC1=C(C(=CC=C1)Br)C#CC(CCO)(C)C 5-(2-benzyloxy-6-bromo-phenyl)-3,3-dimethyl-pent-4-yn-1-ol